S1C(=NC2=C1C=CC=C2)NC2=C(C1=C(N=N2)N(CCC1)C=1SC(=C(N1)C(=O)O)CCCOC1=C(C=C(C=C1)CCN(C)C)F)C 2-[3-[(1,3-Benzothiazol-2-yl)amino]-4-methyl-5H,6H,7H,8H-pyrido[2,3-c]pyridazin-8-yl]-5-(3-{4-[2-(dimethylamino)ethyl]-2-fluorophenoxy}propyl)-1,3-thiazole-4-carboxylic acid